N-(2-dimethylaminoethyl)morpholine CN(CCN1CCOCC1)C